(S)-N-(4-Cyanobenzyl)-6-((1-((1-(1-fluoro-2-hydroxyethoxy)-2-methylpropan-2-yl)sulfonyl)cyclopropyl)methyl)-1-methyl-7-oxo-4,5,6,7-tetrahydro-1H-pyrazolo[3,4-c]pyridine-3-carboxamide C(#N)C1=CC=C(CNC(=O)C2=NN(C=3C(N(CCC32)CC3(CC3)S(=O)(=O)C(CO[C@H](CO)F)(C)C)=O)C)C=C1